2'-fluoro-4-pentyl-4'-propyl-p-terphenyl FC1=C(C=CC(C1)(C1=CC=CC=C1)CCC)C1=CC=C(C=C1)CCCCC